3-[(1S,2R)-2-boronocyclopropyl]-2-hydroxy-6-[(1-{[(2S)-morpholin-2-yl]acetyl}azetidin-3-yl)oxy]benzoic acid B(O)(O)[C@H]1[C@H](C1)C=1C(=C(C(=O)O)C(=CC1)OC1CN(C1)C(C[C@H]1CNCCO1)=O)O